N1N=CC(=C1)C#CC1=NNC=2N=C(N(C(C21)=O)C)N2CCC(CC2)(C)N 3-((1H-pyrazol-4-yl)ethynyl)-6-(4-amino-4-methylpiperidin-1-yl)-5-methyl-1,5-dihydro-4H-pyrazolo[3,4-d]pyrimidin-4-one